8-((3,6-Difluoro-5-nitropyridin-2-yl)oxy)-2,3-dimethoxy-1,5-naphthyridine FC=1C(=NC(=C(C1)[N+](=O)[O-])F)OC=1C=CN=C2C=C(C(=NC12)OC)OC